O(C#N)C1=CC=C(C=C1)C(CCCC)C1=CC=C(C=C1)OC#N 1,1-bis(4-cyanatophenyl)pentane